ClC=1C(=CC(=C(C1)N1C(CCCC1)CN(C(C(F)(F)F)=O)CCOCOCC[Si](C)(C)C)[N+](=O)[O-])C#N N-((1-(5-chloro-4-cyano-2-nitrophenyl)piperidin-2-yl)methyl)-2,2,2-trifluoro-N-(2-((2-(trimethylsilyl)ethoxy)methoxy)ethyl)acetamide